N-(2-methoxyethyl)octadecan-1-amine COCCNCCCCCCCCCCCCCCCCCC